O=C1N(CCC(N1)=O)C1=NN(C2=CC=CC=C12)C 3-(2,4-dioxohexahydropyrimidin-1-yl)-1-methyl-indazol